tert-Butyl 4-(4-(6-(hydroxymethyl)-3-iodoimidazo[1,2-b]pyridazin-7-yl)phenyl)piperazine-1-carboxylate OCC=1C(=CC=2N(N1)C(=CN2)I)C2=CC=C(C=C2)N2CCN(CC2)C(=O)OC(C)(C)C